FC1=C(OC2=CC=C(C=N2)NC(C2=CC=C(C=C2)OC2=CC=CC=C2)=O)C=CC(=C1)NC N-{6-[2-fluoro-4-(methylamino)phenoxy]pyridin-3-yl}-4-phenoxybenzamide